C(C1=CC=CC=C1)OC1=CC(=NC2=CN=CC(=C12)OC)Cl 4-benzyloxy-2-chloro-5-methoxy-1,7-naphthyridine